[NH4+].[Cl-] chloride ammonium salt